C(C(=C)C)(=O)OCCCCCCCCCCC(C(=O)O)C(=O)O 11-methacryloyloxy-1,1-undecanedicarboxylic acid